2-(8-fluoro-3-quinolyl)-6,6-dimethyl-4-(3-thienylmethyl)-4,5-dihydro-1,3-thiazine FC=1C=CC=C2C=C(C=NC12)C=1SC(CC(N1)CC1=CSC=C1)(C)C